S(C)(=O)(=O)OCCC(C)CCCC(C)CCCC(C)CCCC(C)C Phytanyl Mesylate